N-(3-(2-chloro-3-(3-(4-acetylpiperazin-1-yl)propoxy)phenyl)anilino)benzisothiazole ClC1=C(C=CC=C1OCCCN1CCN(CC1)C(C)=O)C=1C=C(NN2SC3=C(C2)C=CC=C3)C=CC1